aminotrimethyl-phosphonic acid NCP(OC)(OC)=O